C=CC1=C(C)C(=C/C2=N/C(=C\C3NC(/C=C4\NC(=O)C(C)=C4C=C)=C(C)C=3CCC(=O)O)C(CCC(=O)O)=C2C)/NC1=O Biliverdin